C(C)N(C(C(=O)OCC(F)(F)F)=O)CC1=CC=CC2=CC=CC=C12 2,2,2-trifluoroethyl 2-[ethyl (1-naphthylmethyl)amino]-2-oxo-acetate